3-[[4-hydroxy-1-[(3R,4R)-1-(3-methylisothiazole-4-carbonyl)-3-phenyl-piperidine-4-carbonyl]-4-piperidinyl]methyl]thieno[2,3-d]pyrimidin-4-one OC1(CCN(CC1)C(=O)[C@H]1[C@@H](CN(CC1)C(=O)C=1C(=NSC1)C)C1=CC=CC=C1)CN1C=NC2=C(C1=O)C=CS2